(S)-2-((6-fluoro-2-methylpyridin-3-yl)oxy)-N,4-dimethyl-N-(3-(S-methylamino-sulfinyl)phenyl)-5-(trifluoromethyl)nicotinamide FC1=CC=C(C(=N1)C)OC1=C(C(=O)N(C2=CC(=CC=C2)[S@](=O)NC)C)C(=C(C=N1)C(F)(F)F)C